(S)-2-(4-Fluoro-1-methylpiperidin-4-yl)-5-(5-methyl-3,4,5,6-tetrahydropyridin-2-yl)benzo[d]thiazole FC1(CCN(CC1)C)C=1SC2=C(N1)C=C(C=C2)C2=NC[C@H](CC2)C